C(C)(C)(C)C1=CC(=CC2=CC=CC=C12)C=1N=CC=C2C1SC=C2C 7-(4-(Tert-Butyl)Naphthalen-2-Yl)-3-Methylthieno[2,3-c]Pyridine